CC1=C(C=C(C(=C1)C(C(F)(F)F)(C)C)C)C=1NC=2C=CN=C(C2C(C1)=O)C(=O)NC 2-[2,5-dimethyl-4-(2,2,2-trifluoro-1,1-dimethyl-ethyl)phenyl]-N-methyl-4-oxo-1H-1,6-naphthyridine-5-carboxamide